FC(OC1=CC=C(C=C1)C1=CC=C2CCC(C2=C1)NC(O[C@@H]1CN2CCC1CC2)=O)F (S)-quinuclidin-3-yl (6-(4-(difluoromethoxy)phenyl)-2,3-dihydro-1H-inden-1-yl)carbamate